Cl.C1(CC12CCNCC2)C(=O)OCC2=CC=CC=C2 benzyl 6-azaspiro[2.5]octane-1-carboxylate hydrochloride